N-[1-(5-fluoroindolin-4-yl)-4-piperidinyl]-N-methylcarbamic acid tert-butyl ester C(C)(C)(C)OC(N(C)C1CCN(CC1)C1=C2CCNC2=CC=C1F)=O